NC1=CC=C(C=C1)NC1=NNC(C2=CC=CC=C12)=O 4-((4-aminophenyl)amino)phthalazin-1(2H)-one